CC1=CC=C(C=C1)S(=O)(=O)O.C(C1=CC=CC=C1)OC([C@H](N)CC(=O)OCC1=CC=CC=C1)=O D-aspartic acid dibenzyl ester para-toluenesulfonate